ClC=1C=C2C(=NC(=NC2=C(C1C=1C(=CC=C2C=NN(C12)C)C)F)N1CC(C1)N(C)C)N1C[C@@H](N([C@@H](C1)C)C(C=C)=O)C 1-((2S,6R)-4-((R)-6-chloro-7-(1,6-dimethyl-1H-indazol-7-yl)-2-(3-(dimethylamino)azetidin-1-yl)-8-fluoroquinazolin-4-yl)-2,6-dimethylpiperazin-1-yl)prop-2-en-1-one